FC1=C(C(=C(C=C1F)F)F)OC(CCCCCCCCCCCCCCCCC)=O.CC1(C(=C(C1)C1=C(C=CC=C1)NC(C)=O)C1=CC(=CC=C1)Cl)C N-(2-(3,3-dimethyl-2-(3-chlorophenyl)cyclobut-1-en-1-yl)phenyl)acetamide 2,3,5,6-tetrafluorophenyl-stearate